(Z)-7-Dodecen-1-ol C(CCCCC\C=C/CCCC)O